(±)-trans-N-(biphenyl-3-yl)-4-(3-fluorophenyl)pyrrolidine-3-carboxamide C1(=CC(=CC=C1)NC(=O)[C@@H]1CNC[C@H]1C1=CC(=CC=C1)F)C1=CC=CC=C1 |r|